anti-phosphoric acid platinum nickel [Ni].[Pt].P(O)(O)(O)=O